dotriacontanyl alcohol C(CCCCCCCCCCCCCCCCCCCCCCCCCCCCCCC)O